(3-(5-(tert-butyl)pyrimidin-2-yl)phenyl)-8-chloro-N-methyl-[1,2,4]triazolo[4,3-a]quinazolin-5-amine C(C)(C)(C)C=1C=NC(=NC1)C=1C=C(C=CC1)C1=NN=C2N1C1=CC(=CC=C1C(=N2)NC)Cl